FC(C1=NN(C=C1[N+](=O)[O-])C1CCC(CC1)C(=O)OC)F Methyl 4-[3-(difluoromethyl)-4-nitro-pyrazol-1-yl]cyclohexanecarboxylate